C(C)(C)(C)OC(=O)NC(CNC(=O)C1=CN=CC(=N1)C=1N(C2=CC=C(C=C2C1C)S(F)(F)(F)(F)F)C(=O)OC(C)(C)C)(C)C tert-butyl 2-(6-((2-((tert-butoxycarbonyl)amino)-2-methylpropyl)carbamoyl)pyrazin-2-yl)-3-methyl-5-(pentafluoro-λ6-sulfaneyl)-1H-indole-1-carboxylate